ethyl 2-(4-(6-fluoroquinolin-4-yl)-1-hydroxycyclohexyl)acetate FC=1C=C2C(=CC=NC2=CC1)C1CCC(CC1)(O)CC(=O)OCC